2-(4-(2,5-dimethyl-1H-pyrrol-1-yl)phenyl)propan-2-ol CC=1N(C(=CC1)C)C1=CC=C(C=C1)C(C)(C)O